ClC1=CC=C(S1)CNC1=CC(=NN1C(=O)C1=COC=C1)C1NCCC1 N-[(5-Chlorothiophen-2-yl)methyl]-1-(furan-3-carbonyl)-3-(pyrrolidin-2-yl)-1H-pyrazol-5-amin